1-methylsulfonyl-N-[2-oxo-2-[[4-[3-[(3R)-tetrahydropyran-3-yl]phenyl]thiazol-2-yl]amino]ethyl]pyrrole-3-carboxamide CS(=O)(=O)N1C=C(C=C1)C(=O)NCC(NC=1SC=C(N1)C1=CC(=CC=C1)[C@@H]1COCCC1)=O